1-[2',6'-bis(benzyloxy)-[2,3'-bipyridine]-5-yl]Piperidine-4-carbaldehyde C(C1=CC=CC=C1)OC1=NC(=CC=C1C1=NC=C(C=C1)N1CCC(CC1)C=O)OCC1=CC=CC=C1